N[C@@H]1[C@@H](CCCC1)NC1=NC=2N(C=C1)N=CC2C(=O)NC=2C(=NN(C2)CC2CN(CCC2)C)C(N)=O 5-{[(1R,2S)-2-Aminocyclohexyl]amino}-N-{3-carbamoyl-1-[(1-methylpiperidin-3-yl)methyl]-1H-pyrazol-4-yl}pyrazolo[1,5-a]pyrimidin-3-carboxamid